C[C@H]1CN(C[C@H](O1)C)C1=NC=C(C=C1)B1OC(C(O1)(C)C)(C)C (2S,6R)-2,6-dimethyl-4-(5-(4,4,5,5-Tetramethyl-1,3,2-dioxaborolan-2-yl)pyridin-2-yl)morpholine